methyl-3-amino-2-(((2'-(2-trityl-2H-tetrazole-5-yl)-(1,1'-biphenyl)-4-yl)methyl)amino)benzoic acid CC1=C(C(=C(C(=O)O)C=C1)NCC1=CC=C(C=C1)C1=C(C=CC=C1)C=1N=NN(N1)C(C1=CC=CC=C1)(C1=CC=CC=C1)C1=CC=CC=C1)N